N-((4-(4-chlorobenzyl)-4,5,6,7-tetrahydropyrazolo[1,5-a]pyrimidin-6-yl)methyl)acrylamide ClC1=CC=C(CN2C=3N(CC(C2)CNC(C=C)=O)N=CC3)C=C1